C(C)(C)(C)OC([C@@H](CC=1C=CC2=C(C(=CO2)C/C=N/O)C1)[C@@H]1CN(CC1)C(=O)OC(C)(C)C)=O tert-butyl (R)-3-((S)-1-(tert-butoxy)-3-(3-((E)-2-(hydroxyimino)ethyl)benzofuran-5-yl)-1-oxopropane-2-yl)pyrrolidine-1-carboxylate